ClC1=C(C=CC=C1)C1=NC=2N(C(N(C(C2N1C1=CC=C(C=C1)Cl)=O)C)=O)[C@@H](C)C1=CC=C(C(=O)NCCO)C=C1 4-[(1S)-1-[8-(2-chlorophenyl)-7-(4-chlorophenyl)-1-methyl-2,6-dioxopurin-3-yl]ethyl]-N-(2-hydroxyethyl)benzamide